4-(7-ethyl-2,7-diazaspiro[4.4]nonan-2-yl)-2-nitroaniline C(C)N1CC2(CCN(C2)C2=CC(=C(N)C=C2)[N+](=O)[O-])CC1